O1C(=CC=C1)CCC(=O)O furanpropionic acid